CC1=CC=C2C=CC=NC2=C1S(=O)(=O)NC1=C(C=CC=C1)C#CC1=CN=CC=2NCCNC21 8-{2-[2-(7-Methylchinolin-8-sulfonamido)phenyl]ethynyl}-1H,2H,3H,4H-pyrido[3,4-b]pyrazin